(4-hydroxyphenyl)propyl acrylate C(C=C)(=O)OCCCC1=CC=C(C=C1)O